C(#N)C=1C=CC=C2NC[C@@H](NC12)[C@@H](C=1C=NC=CC1)NC[C@H](C)C=1C=C(C=CC1)CC(=O)O |o1:21| 2-(3-((R or S)-1-(((R)-((R)-8-cyano-1,2,3,4-tetrahydroquinoxalin-2-yl)(pyridin-3-yl)methyl)amino)propan-2-yl)phenyl)acetic acid